FC(C(=O)O)(F)F.ClC1=NN2C(N=CC(=C2[C@H](C)OC)NC2=CC=C(C=C2)[C@@H](C(F)(F)F)N(C(=O)C2CCNCC2)C)=N1 N-((S)-1-(4-((2-chloro-7-((S)-1-methoxyethyl)-[1,2,4]triazolo[1,5-a]pyrimidin-6-yl)amino)phenyl)-2,2,2-trifluoroethyl)-N-methylpiperidine-4-carboxamide trifluoroacetate